ClC1=CC(=NC(=N1)OCC1=CC=C(C=C1)OC)NCC=1N=C2N(C=C(C=C2N2CCN(CC2)C)C2CC2)C1 6-chloro-N-((6-cyclopropyl-8-(4-methylpiperazin-1-yl)imidazo[1,2-a]pyridin-2-yl)methyl)-2-((4-methoxybenzyl)oxy)pyrimidin-4-amine